C(C=C)(=O)OCCCCCCCCCCCCCCCCCCCC[Si](F)(F)F acryloxyicosyltrifluorosilane